C(#N)C1=NC(=C(C(=O)NOCCO)C=C1)NC1=C(C=C(C=C1)I)F 6-cyano-2-((2-fluoro-4-iodophenyl)amino)-N-(2-hydroxyethoxy)nicotinamide